1-(1H-benzo[d]imidazol-5-yl)-4-(2,6-difluoro-4-(1-methyl-1H-pyrazol-4-yl)phenyl)-3-methylazetidin-2-one N1C=NC2=C1C=CC(=C2)N2C(C(C2C2=C(C=C(C=C2F)C=2C=NN(C2)C)F)C)=O